N-[(2S)-1-hydroxypropan-2-yl]-6-methyl-9-[4-(trifluoro-methyl)phenyl]-9H-carbazole-3-carboxamide OC[C@H](C)NC(=O)C=1C=CC=2N(C3=CC=C(C=C3C2C1)C)C1=CC=C(C=C1)C(F)(F)F